7-methoxy-3,4-dihydroquinoxaline-1(2H)-carboxylic acid tert-butyl ester C(C)(C)(C)OC(=O)N1CCNC2=CC=C(C=C12)OC